C1(CC1)CN(C(C1=CC=CC=C1)=O)C=1C(=C(C(=O)N)C=CC1)F 3-[N-(cyclopropylmethyl)-benzamido]-2-fluorobenzamide